FC=1C=C(C=CC1F)N1C(=C(C2=C(C=CC=C12)O)C1=C(C(=O)O)C=CC=C1)C(COC)(C)C [1-(3,4-difluorophenyl)-4-hydroxy-2-(2-methoxy-1,1-dimethyl-ethyl)indol-3-yl]Benzoic acid